ClC1=C(OC=2C=CC(=C(C2)S(=O)(=O)NC2CC3(C2)CC(C3)O)O)C(=CC(=C1)N1N=C(C(NC1=O)=O)C(F)F)Cl 5-(2,6-dichloro-4-(6-(difluoromethyl)-3,5-dioxo-4,5-dihydro-1,2,4-triazin-2(3H)-yl)phenoxy)-2-hydroxy-N-(6-hydroxyspiro[3.3]heptan-2-yl)benzenesulfonamide